glycine benzyl ester sodium p-toluenesulfonate CC1=CC=C(C=C1)S(=O)(=O)[O-].[Na+].C(C1=CC=CC=C1)OC(CN)=O